C(CC)S(=O)(=O)O.C(C1=CC=CC=C1)(=O)NC=1C=CC2=C(C(=CO2)C=2CC3CCCCN3CC2)C1 5-benzoylamino-3-(1,4,5,6,7,8,9-heptahydroquinolizin-2-yl)-benzofuran propanesulfonate